N1(CCNCC1)C=O PIPERAZINYL-METHANONE